OCCCCCCCCCCCCCCCCCCCCCCCCN oxapentacosan-25-amine